N-((R)-1-((1s,4S)-4-(6-fluoroquinolin-4-yl)cyclohexyl)ethyl)-5-(5-methylthiazol-2-yl)-1,3,4-oxadiazol-2-amine FC=1C=C2C(=CC=NC2=CC1)C1CCC(CC1)[C@@H](C)NC=1OC(=NN1)C=1SC(=CN1)C